(3-(3,4-dichlorophenyl)-1-(2,2-difluoroethyl)-1H-indazol-5-yl)(4-methylpiperazin-1-yl)methanone ClC=1C=C(C=CC1Cl)C1=NN(C2=CC=C(C=C12)C(=O)N1CCN(CC1)C)CC(F)F